(±)-4-(2-Oxo-1,4-dihydro-2H-quinazolin-3-yl)-piperidine-1-carboxylic acid [2-[4-(4-fluoro-phenyl)-piperazin-1-yl]-1-(7-methyl-1H-indazol-5-ylmethyl)-2-oxo-ethyl]-amide FC1=CC=C(C=C1)N1CCN(CC1)C([C@@H](CC=1C=C2C=NNC2=C(C1)C)NC(=O)N1CCC(CC1)N1C(NC2=CC=CC=C2C1)=O)=O |r|